7-fluoro-8-methyl-2H-benzo[d][1,3]oxazine FC=1C=CC=2C(=NCOC2)C1C